N-(2-Amino-3-fluoro-4-((pyridin-4-ylmethyl)amino)phenyl)octanamid NC1=C(C=CC(=C1F)NCC1=CC=NC=C1)NC(CCCCCCC)=O